N4-[[4-(2-Chloroethoxy)-2,3-difluoro-phenyl]methyl]-6-(1-tetrahydropyran-2-ylindazol-6-yl)-1,3,5-triazine-2,4-diamine ClCCOC1=C(C(=C(C=C1)CNC1=NC(=NC(=N1)C1=CC=C2C=NN(C2=C1)C1OCCCC1)N)F)F